chloro-4-methoxy-3-vinylpyridazine ClC=1C(=C(N=NC1)C=C)OC